5-((4-(2,5-dimethylpyrrolidin-1-yl)phenyl)amino)-1,3-dimethyl-1,3-dihydro-2H-benzo[d]imidazol-2-one CC1N(C(CC1)C)C1=CC=C(C=C1)NC1=CC2=C(N(C(N2C)=O)C)C=C1